1-(4-(difluoromethoxy)phenyl)-3-(isoquinolin-4-yl)-2-oxoimidazolidine-4-carbonitrile FC(OC1=CC=C(C=C1)N1C(N(C(C1)C#N)C1=CN=CC2=CC=CC=C12)=O)F